behenyl valinate N[C@@H](C(C)C)C(=O)OCCCCCCCCCCCCCCCCCCCCCC